methyl 3-formyl-1-methylpyrazole-4-carboxylate C(=O)C1=NN(C=C1C(=O)OC)C